C1(=CC=CC=C1)N1C2=CC=CC=C2C=2C=C(C=CC12)O N-phenyl-3-hydroxycarbazole